6-(4-methoxyphenyl)-1-(2-morpholinoethyl)-2-oxo-N-(spiro[3.3]heptan-2-yl)-1,2-dihydro-1,8-naphthyridine-3-carboxamide COC1=CC=C(C=C1)C=1C=C2C=C(C(N(C2=NC1)CCN1CCOCC1)=O)C(=O)NC1CC2(C1)CCC2